N-(2-(1-ethyl-2-methyl-1,2,5,6-tetrahydropyridin-3-yl)thieno[2,3-b]pyridin-4-yl)benzo-[d]thiazol-5-amine C(C)N1C(C(=CCC1)C1=CC=2C(=NC=CC2NC=2C=CC3=C(N=CS3)C2)S1)C